O[C@H]1[C@@H](CCC1)NC=1N=NC(=C(N1)C)C1=CC=C2C(C=CS2)=C1O 5-(3-(((1R,2R)-2-hydroxycyclopentyl)amino)-5-methyl-1,2,4-triazin-6-yl)benzothiophene-4-ol